4-(2-(4-chloro-2-fluorophenyl)-2-methylbenzo[d][1,3]dioxolan-4-yl)piperidine hydrochloride Cl.ClC1=CC(=C(C=C1)C1(OC2=C(O1)C=CC=C2C2CCNCC2)C)F